6-methyl-4-vinyl-1,4-dihydro-2H-benzo[d][1,3]oxazine-2-one CC1=CC2=C(NC(OC2C=C)=O)C=C1